isooxazolidine-3-On O1NC(CC1)=O